C12(CC(C1)C2)NS(=O)(=O)C2=C(C=C(C=C2)NC([C@H](CC2=CC=CC=C2)NC(C2=CC=C(C=C2)F)=O)=O)C#N (S)-N-(1-(4-(N-bicyclo[1.1.1]pentan-1-ylsulfamoyl)-3-cyanophenylamino)-1-oxo-3-phenylpropan-2-yl)-4-fluorobenzamide